pyrrolo[3,2-b]Pyridine-3-carbonyl azide N1C=C(C2=NC=CC=C21)C(=O)N=[N+]=[N-]